BrC=1C=CC(=C(C[C@H](N)C(=O)O)C1)F 5-Bromo-2-fluoro-phenylalanine